N-(4-(4-amino-7-methyl-7H-pyrrolo[2,3-d]pyrimidin-5-yl)-3-methylphenyl)-2-(4-ethylphenyl)acetamide NC=1C2=C(N=CN1)N(C=C2C2=C(C=C(C=C2)NC(CC2=CC=C(C=C2)CC)=O)C)C